ClC=1C=C(C=2N(N1)C=CN2)N2CC(CC2)(F)F 6-chloro-8-(3,3-difluoropyrrolidin-1-yl)imidazo[1,2-b]pyridazine